BrC1=CC=C(C=C1)NC(C(CC(=O)OC)OC)=O methyl 4-((4-bromophenyl) amino)-3-methoxy-4-oxobutanoate